Cl.COCCOCCN1[C@H]2[C@@H]3CCCC[C@@]3(C=3C=C(C=CC3C2)NC=2C=NC=CC2)CC1 17-[2-(2-methoxyethoxy)ethyl]-N-(pyridin-3-yl)morphinan-3-amine hydrochloride salt